2-(((tert-butoxycarbonyl)amino)ethyl)-1H-imidazole-2-carboxylic acid ethyl ester C(C)OC(=O)C1(NC=CN1)CCNC(=O)OC(C)(C)C